N-(azetidin-3-yl)-4-((3-(2,3-difluoro-4-methoxyphenyl)imidazo[1,2-a]pyrazin-8-yl)amino)-2-methylbenzamide N1CC(C1)NC(C1=C(C=C(C=C1)NC=1C=2N(C=CN1)C(=CN2)C2=C(C(=C(C=C2)OC)F)F)C)=O